CC1=CC=CC(=N1)C1=NC=CC(=N1)NC1=NC(=NC=C1)NC1=CC=C(C=C1)N1CCN(CC1)C(CSC1C(OCC1)=O)=O 3-[2-[4-[4-[[4-[[2-(6-methyl-2-pyridyl)pyrimidin-4-yl]amino]pyrimidin-2-yl]amino]phenyl]piperazin-1-yl]-2-oxo-ethyl]sulfanyltetrahydrofuran-2-one